3-(2-acryloyloxyethyl)-3-pentafluoroethyl-oxetane C(C=C)(=O)OCCC1(COC1)C(C(F)(F)F)(F)F